CC(=CC[C@H](CC1=C2C(=C(C=C1O)OC)C(=O)C[C@H](O2)C3=C(C=C(C=C3)O)OC)C(=C)C)C The molecule is a dimethoxyflavanone that is (2S)-(-)-kurarinone in which the hydroxy group at position 2' is replaced by a methoxy group. Isolated from the roots of Sophora flavescens, it exhibits cytotoxicity against human myeloid leukemia HL-60 cells. It has a role as a metabolite and an antineoplastic agent. It is a dimethoxyflavanone, a dihydroxyflavanone and a member of 4'-hydroxyflavanones. It derives from a (2S)-(-)-kurarinone.